2-(benzhydryl)sulfinylacetamide C(C1=CC=CC=C1)(C1=CC=CC=C1)S(=O)CC(=O)N